6-fluoro-15,21-dimethyl-23-oxa-2,9,11,15,20,21,26-heptaazaheptacyclo[24.4.1.1^{1,28}.1^{13,17}.0^{2,10}.0^{3,8}.0^{18,22}]tritriaconta-3,5,7,9,13,17(33),18(22),19-octaene-12,16-dione FC1=CC=C2N3C45CCC(CN(CCOC=6N(N=CC6C=6C(N(C=C(C(NC3=NC2=C1)=O)C6)C)=O)C)C4)C5